ETHYLENEOXIDE C1CO1